6-(chloromethyl)pyrimidine-2,4(1H,3H)-dione ClCC1=CC(NC(N1)=O)=O